1,3,4,6,7,12c-Hexahydro-2H-pyrido[2'',3'':4',5']thieno[3',2':3,4]pyrido[1,2-a]pyrazine C1C2N(CCN1)CCC1=C2C2=C(S1)C=CC=N2